Hexyl-lithium sulfate S(=O)(=O)(O)O.C(CCCCC)[Li]